C(C)[C@](N(C(C(C)(C)C1=CC=C(C=C1)Cl)=O)CC)(CC1=CC=CC=C1)C(=O)N[C@H](CCC(=O)O)C(=O)O.CC1=C(N)C=C(C(=C1)OC1=NN(C=C1)C1=CC(=C(C=C1)Cl)Cl)C 2,5-dimethyl-4-((1-(3,4-dichlorophenyl)-1H-pyrazol-3-yl)oxy)aniline Diethyl-(2-(4-chlorophenyl)-2-methylpropanoyl)-L-phenylalanyl-D-glutamate